tri-5-dodecyl-amine CCCCC(CCCCCCC)N(C(CCCC)CCCCCCC)C(CCCC)CCCCCCC